3-phenyl-1-(thiophen-2-yl)prop-2-en-1-one O-acetyl oxime C(C)(=O)ON=C(C=CC1=CC=CC=C1)C=1SC=CC1